C(CC(C(=O)O)(C)C)CC(C(=O)O)(C)C methylenebis(2,2-dimethylpropionic acid)